2-chloro-9-(3-hydroxycyclopentyl)-7,9-dihydro-8H-purin-8-one ClC1=NC=C2NC(N(C2=N1)C1CC(CC1)O)=O